C([C@@H]1[C@H]([C@@H]([C@H]([C@H](O1)O)N)O)O[C@H]2[C@@H]([C@H]([C@@H]([C@@H](O2)C(=O)O)O)O)O)OS(=O)(=O)O The molecule is a heparin disaccharide that is 6-O-sulfo-alpha-D-glucosamine in which the hydroxy group at position 4 has been glycosylated by alpha-L-idopyranuronic acid. Sequence: IdoA-GlcN(6-OSO3). It is a heparin disaccharide, an oligosaccharide sulfate and an amino disaccharide.